2-fluoro-3-(3-(furan-2-yl)-1H-pyrazol-5-yl)pyridine FC1=NC=CC=C1C1=CC(=NN1)C=1OC=CC1